C1(CC1)C(=O)NC1=CC(=C(N=N1)C(=O)NC([2H])([2H])[2H])NC1=CC=CC=2C3=C([C@@H](N(C12)C)C)N(C(=N3)C)C(F)F (S)-6-(cyclopropanecarboxamido)-4-((3-(difluoromethyl)-2,4,5-trimethyl-4,5-dihydro-3H-imidazo[4,5-c]quinolin-6-yl)amino)-N-(methyl-d3)pyridazine-3-carboxamide